(S)-4-((6-Fluoropyridin-3-yl)oxy)-N-(7-((3-hydroxyoxetan-3-yl)ethynyl)-5-methyl-4-oxo-2,3,4,5-tetrahydrobenzo[b][1,4]oxazepin-3-yl)picolinamid FC1=CC=C(C=N1)OC1=CC(=NC=C1)C(=O)N[C@@H]1C(N(C2=C(OC1)C=CC(=C2)C#CC2(COC2)O)C)=O